tert-butyl-4-benzyl-3,4-dihydroquinoxalin-1(2H)-carboxylate C(C)(C)(C)OC(=O)N1CCN(C2=CC=CC=C12)CC1=CC=CC=C1